N-cyclopropyl-2-(3-(2,6-dioxopiperidin-3-yl)-1H-indazol-1-yl)acetamide C1(CC1)NC(CN1N=C(C2=CC=CC=C12)C1C(NC(CC1)=O)=O)=O